N-[(6-Amino-2-pyridyl)sulfonyl]-6-isopropenyl-2-[(4S)-2,2,4-trimethylpyrrolidin-1-yl]pyridin-3-carboxamid NC1=CC=CC(=N1)S(=O)(=O)NC(=O)C=1C(=NC(=CC1)C(=C)C)N1C(C[C@@H](C1)C)(C)C